(R)-2-amino-2-(4-dihydroxyborylbenzyl)butanoic acid N[C@](C(=O)O)(CC)CC1=CC=C(C=C1)B(O)O